N3-(5-Chloro-3-(difluoromethoxy)pyridin-2-yl)-N1-cyclopropyl-3-(2-isopropylphenyl)azetidin-1,3-dicarboxamid ClC=1C=C(C(=NC1)NC(=O)C1(CN(C1)C(=O)NC1CC1)C1=C(C=CC=C1)C(C)C)OC(F)F